acryloylhydroxypropyl-tributoxysilane C(C=C)(=O)C(CCC)O[Si](OCCCC)(OCCCC)CCCO